2-bromo-1-chloro-4-(cyclopropylethynyl)benzene Methyl-(1R,2S)-1-(3,4-dichlorophenyl)-2-((E)-styryl)cyclopropane-1-carboxylate COC(=O)[C@]1([C@@H](C1)\C=C\C1=CC=CC=C1)C1=CC(=C(C=C1)Cl)Cl.BrC1=C(C=CC(=C1)C#CC1CC1)Cl